5-(3-methoxyphenyl)-1,4,7,8,9,10-hexahydrobenzo[f]quinoxaline-2,3-dione COC=1C=C(C=CC1)C1=CC2=C(C=3NC(C(NC13)=O)=O)CCCC2